OC(CC(C(=O)O)C)CC(CCCC(CCCC(C=C)C)C)C 4-hydroxy-2,6,10,14-tetramethylhexadec-15-enoic acid